C(C)(C)(C)OC(=O)N1[C@H](CNCC1)C (2S)-2-methylpiperazine-1-carboxylic acid tert-butyl ester